ClC1([C@H]([C@@H]1C1=CC(=CC(=C1)Cl)Cl)C(=O)NC1=CC(=C(C=C1)Cl)NC(C[C@H](C(F)(F)F)C)=O)Cl |&1:25| trans-rac-2,2-Dichloro-N-(4-chloro-3-(4,4,4-trifluoro-3-methylbutanamido)phenyl)-3-(3,5-dichlorophenyl)cyclopropane-1-carboxamide